N-(1'-(4-methyl-6-(1-methylhexahydropyrrolo[3,4-b]pyrrol-5(1H)-yl)pyridin-2-yl)-1',2'-dihydrospiro[cyclopropane-1,3'-pyrrolo[3,2-c]pyridin]-6'-yl)acetamide CC1=CC(=NC(=C1)N1CC2N(CCC2C1)C)N1CC2(C=3C=NC(=CC31)NC(C)=O)CC2